C(C)(C)OC(CCCCCCCO[Ti])(OC(C)C)OC(C)C triisopropoxyoctoxytitanium